CSCCNC(C1=CC=CC=C1)=O N-(2-(methylthio)ethyl)benzamide